alpha-(acetoxyl)phenylacetyl chloride O(C(=O)C)C(C(=O)Cl)C1=CC=CC=C1